(1-(4-bromophenyl)-4-methyl-1H-pyrazol-5-yl)methanol BrC1=CC=C(C=C1)N1N=CC(=C1CO)C